FC(C=1C=C(C(=O)N2COCC2)C=C(C1)C(F)(F)F)(F)F (S)-3-(3,5-bis(trifluoromethyl)benzoyl)oxazolidine